5-(1-(2,2-difluoroethyl)-2-methyl-1H-benzo[d]imidazol-6-yl)-N-((3R,4S)-3-fluoro-1-(oxetan-3-yl-3-d)piperidin-4-yl)-4-methoxypyrrolo[2,1-f][1,2,4]triazin-2-amine FC(CN1C(=NC2=C1C=C(C=C2)C=2C=CN1N=C(N=C(C12)OC)N[C@@H]1[C@@H](CN(CC1)C1(COC1)[2H])F)C)F